N-ethyl-phenothiazinal C(C)N1C2=CC=CC=C2SC=2C=CC=C(C12)C=O